6-(chloromethyl)-2,2-dimethyl-1,3-dioxane-4-acetic acid tert-butyl ester C(C)(C)(C)OC(CC1OC(OC(C1)CCl)(C)C)=O